2-((1-(3,6-dimethyl-2-(2-methylimidazo[1,2-a]pyridin-6-yl)-4-oxo-4H-chromen-8-yl)ethyl)amino)benzoic acid CC1=C(OC2=C(C=C(C=C2C1=O)C)C(C)NC1=C(C(=O)O)C=CC=C1)C=1C=CC=2N(C1)C=C(N2)C